(benzyloxy)-11-oxoundecanoic acid C(C1=CC=CC=C1)OC(C(=O)O)CCCCCCCCC=O